(1-methyl-6-(((3r,4r)-3-methylpiperidin-4-yl)amino)-1H-pyrazolo[3,4-b]pyridin-3-yl)piperidine-2,6-dione CN1N=C(C=2C1=NC(=CC2)N[C@H]2[C@@H](CNCC2)C)N2C(CCCC2=O)=O